6-isobutoxy-spiro[2.5]oct-5-en-4-one C(C(C)C)OC1=CC(C2(CC2)CC1)=O